FC(OC1=CC=C(C=C1)N1N=C(N=C1)C1=CC(=C(N)C=C1)C(F)(F)F)(F)F 4-(1-(4-(trifluoromethoxy)phenyl)-1H-1,2,4-triazol-3-yl)-2-(trifluoromethyl)aniline